C1(=CC=CC=C1)C=1CC(=NC2=C(N1)C=CC=C2)C2=CC=C(C=C2)C 2-phenyl-4-(4-tolyl)-3H-1,5-benzodiazepine